1,4-bis-(4-butyl-phenylamino)-5,8-dihydroxy-anthraquinone C(CCC)C1=CC=C(C=C1)NC1=CC=C(C=2C(C3=C(C=CC(=C3C(C12)=O)O)O)=O)NC1=CC=C(C=C1)CCCC